2-cyclohexyl-2-(3,3,3-triphenylpropyl)-1,3-dimethoxypropane C1(CCCCC1)C(COC)(COC)CCC(C1=CC=CC=C1)(C1=CC=CC=C1)C1=CC=CC=C1